5-(6-chloro-5-((R)-1-(3,5-dichloropyridin-4-yl)ethoxy)-1H-indazol-3-yl)-2-((S)-2-methylazetidin-1-yl)nicotinonitrile ClC1=C(C=C2C(=NNC2=C1)C=1C=NC(=C(C#N)C1)N1[C@H](CC1)C)O[C@H](C)C1=C(C=NC=C1Cl)Cl